CC1=CN=C2N1N=C(C=C2)C=2C1=C(N=C(N2)NC2=CC(=NC=C2)N2CCN(CC2)C)NC=C1 (3-methylimidazo[1,2-b]pyridazin-6-yl)-N-(2-(4-methylpiperazin-1-yl)pyridin-4-yl)-7H-pyrrolo[2,3-d]pyrimidin-2-amine